NC1=CC(=C(C(=O)N)C=C1)NC(C1=CC=CC=C1)=O p-aminobenzamidobenzamide